N-(cyclopropylmethyl)-6-(2,6-dichloro-3,5-dimethoxyphenyl)-2-(methylsulfonyl)pyrido[3,4-d]pyrimidine-8-amine C1(CC1)CNC1=NC(=CC2=C1N=C(N=C2)S(=O)(=O)C)C2=C(C(=CC(=C2Cl)OC)OC)Cl